C(C)OCC1=CC=CC=C1 1-ethoxymethyl-benzene